CN1N=C(C=C1C(=O)NC(C)C1=NC(=NO1)N1CCN(CC1)C)C(F)(F)F 1-methyl-N-(1-(3-(4-methylpiperazin-1-yl)-1,2,4-oxadiazol-5-yl)ethyl)-3-(trifluoromethyl)-1H-pyrazole-5-carboxamide